tryptophanyl-glycinamide N[C@@H](CC1=CNC2=CC=CC=C12)C(=O)NCC(=O)N